(1R,8R,9R,10S,11S,12R,Z)-8-(((R)-tert-butylsulfinyl)amino)-3-(hydroxymethyl)-13-oxa-2-thiabicyclo[7.3.1]tridec-5-en C(C)(C)(C)[S@@](=O)N[C@@H]1C\C=C/CC(S[C@@H]2CCC[C@H]1O2)CO